C1(CC1)NCC1=NC(=CC2=C1CN(C2=O)C2=NC(=CC=C2)C=2N1C(=NN2)CCC1(C)C)N(C)C(C)C 4-((cyclopropylamino)methyl)-2-(6-(5,5-dimethyl-6,7-dihydro-5H-pyrrolo[2,1-c][1,2,4]triazol-3-yl)pyridin-2-yl)-6-(isopropyl(methyl)amino)-2,3-dihydro-1H-pyrrolo[3,4-c]pyridin-1-one